CC=1N=C(OC1C)CC(=O)OCC ethyl 2-(4,5-dimethyloxazol-2-yl)acetate